[Fe].[Ca].[La] lanthanum-calcium-iron